2,5-bis(methylhexadecyldithio)-1,3,4-thiadiazole CC(CCCCCCCCCCCCCCC)SSC=1SC(=NN1)SSC(CCCCCCCCCCCCCCC)C